1-(pyrimidin-2-yl)-N3-(4-(2-(pyrrolidin-1-yl)ethoxy)phenyl)-1H-1,2,4-triazole-3,5-diamine N1=C(N=CC=C1)N1N=C(N=C1N)NC1=CC=C(C=C1)OCCN1CCCC1